cis-4-Amino-1-[6-(3,5-difluoro-2-hydroxy-6-methylphenyl)-3-(3-fluoro-5-methoxyphenyl)chinolin-4-yl]piperidin-3-ol N[C@@H]1[C@@H](CN(CC1)C1=C(C=NC2=CC=C(C=C12)C1=C(C(=CC(=C1C)F)F)O)C1=CC(=CC(=C1)OC)F)O